OC=1C(=NNC(C1C(=O)OCC)=O)C1=CC(=CC=C1)[N+](=O)[O-] ethyl 4-hydroxy-3-(3-nitrophenyl)-6-oxo-1H-pyridazine-5-carboxylate